ClC=1C(=C(CN2CCC(CC2)(C(=O)O)CC2=NC(=C(C(=C2F)Cl)F)NC2=NNC(=C2)C)C=CC1)F 1-(3-chloro-2-fluorobenzyl)-4-((4-chloro-3,5-difluoro-6-((5-methyl-1H-pyrazol-3-yl)amino)pyridin-2-yl)methyl)piperidine-4-carboxylic acid